Cl.N1C(CCC(=C1)C#N)C1=CC=NC=C1 tetrahydro-[2,4'-bipyridine]-5-carbonitrile hydrochloride